C1(=CC=CC2=CC=CC=C12)C1=NC(=CC(=N1)C1=C(C=CC=C1)C=1C=C2C=3C=CC(=CC3C3(C2=CC1)CCCCC3)C#N)C3=CC=CC=C3 6'-(2-(2-(naphthalen-1-yl)-6-phenylpyrimidin-4-yl)phenyl)spiro[cyclohexane-1,9'-fluorene]-2'-carbonitrile